[2,6-Bis(trideuteriomethyl)phenyl]boronic acid [2H]C(C1=C(C(=CC=C1)C([2H])([2H])[2H])B(O)O)([2H])[2H]